COC(=O)C=1C=CC2=C(N(C(=N2)CN2[C@H](CC(CC2)C2=NC(=CC=C2)OCC2=CC=C3C=NN(C3=C2)C)C)C[C@H]2OCC2)C1 2-(((S)-2-methyl-4-(6-((1-methyl-1H-indazol-6-yl)methoxy)pyridin-2-yl)piperidine-1-yl)methyl)-1-((S)-oxetan-2-ylmethyl)-benzo[d]imidazole-6-carboxylic acid methyl ester